ClC1=CC=C(C=N1)CN1CCN2C1=C(C(CC2OCCC)C)[N+](=O)[O-] 1-(6-chloro-3-picolyl)-1,2,3,5,6,7-hexahydro-7-methyl-8-nitro-5-propoxyimidazo[1,2-a]pyridine